B(O)(O)O.C1(CCCC1)C(=O)N([C@@H](CC(C)C)C(=O)O)NC(CCC1=CC=CC=C1)=O (S)-N-(cyclopentylformyl)phenylpropionamido-D-leucine borate